FC1=C(CBr)C=C(C=C1)OC(F)(F)F 2-fluoro-5-(trifluoromethoxy)benzyl bromide